CC1CN(CCN1)C1=CC=C(N=N1)C1=NC=C(C=C1O)NCC1=NC=CC=C1 2-[6-(3-methylpiperazin-1-yl)pyridazin-3-yl]-5-{[(pyridin-2-yl)methyl]amino}pyridin-3-ol